17-bromo-4,6,8,10,12,14-hexamethylheptadecylethoxymethyl ether BrCCCC(CC(CC(CC(CC(CC(CCCC(OCC)OC(CCCC(CC(CC(CC(CC(CC(CCCBr)C)C)C)C)C)C)OCC)C)C)C)C)C)C